O[C@H](COC=1C=C(C=CC1)S(=O)(=O)NC)CNC1COC2(C1)CCN(CC2)S(=O)(=O)C=2C=C(C=CC2)C2=CC=C(C=C2)CNC 3-((2S)-2-hydroxy-3-(8-(4'-((methylamino)methyl)biphenyl-3-ylsulfonyl)-1-oxa-8-azaspiro[4.5]decan-3-ylamino)propoxy)-N-methylbenzenesulfonamide